OC(CCN1N=C2C=C(C(=CC2=C1)NC(C1=CC(=CC=C1)S(N)(=O)=O)=O)C=1C=NC=C(C(=O)NCCC(=O)OC)C1)(C)C Methyl 3-(5-(2-(3-hydroxy-3-methylbutyl)-5-(3-sulfamoylbenzamido)-2H-indazol-6-yl)nicotinamido)propanoate